NC1=NC=CC=C1S(=O)(=O)NC(=O)C=1C(=NC(=CC1)C1=CC(=C(C=C1)F)OCC)N1C(C[C@@H](C1)C)(C)C N-[(2-Amino-3-pyridyl)sulfonyl]-6-(3-ethoxy-4-fluorophenyl)-2-[(4S)-2,2,4-trimethylpyrrolidin-1-yl]pyridin-3-carboxamid